C1(=CC=CC=C1)C1(CC1)S(=O)(=O)OC1=NOC(C1)(C(F)(F)F)C1=CC(=CC(=C1)Cl)Cl (5-(3,5-dichlorophenyl)-5-(trifluoromethyl)-4,5-dihydroisoxazol-3-yl) phenyl-cyclopropylsulfonate